O=C1C2=C(N(C(N1)=S)CC1=C(C=CC=C1)C1CN(CCC1)C(=O)OC(C)(C)C)C=CN2 tert-Butyl 3-(2-((4-oxo-2-thioxo-2,3,4,5-tetrahydro-1H-pyrrolo[3,2-d]pyrimidin-1-yl)methyl)phenyl)piperidine-1-carboxylate